(R)-2-(6-fluorobenzo[b]thiophene-2-carboxamido)-3-phenylpropanoic acid FC=1C=CC2=C(SC(=C2)C(=O)N[C@@H](C(=O)O)CC2=CC=CC=C2)C1